NCC=1C=C2C=C(N(C2=CC1)CCC)CN1C(N(C2=C1C=C(C=C2)F)C)=O 3-((5-(Aminomethyl)-1-propyl-1H-indol-2-yl)methyl)-5-fluoro-1-methyl-1,3-dihydro-2H-benzo[d]imidazol-2-one